C(CC(CC)O)O pentane-1,3-diol